2-(4-((2-methoxy-4-methylbenzamido)methyl)-3-methylphenyl)-9,10-dihydro-4H-benzo[d]pyrazolo[1,5-a][1,3]diazepine-3-carboxamide COC1=C(C(=O)NCC2=C(C=C(C=C2)C2=NN3C(NC4=C(CC3)C=CC=C4)=C2C(=O)N)C)C=CC(=C1)C